CC=1N=NC=C(C1[C@@H](C)OC=1C=C2C(=NNC2=CC1)C=1C=C(C(=C(C#N)C1)F)OC)C (R)-5-(5-(1-(3,5-dimethylpyridazin-4-yl)ethoxy)-1H-indazol-3-yl)-2-fluoro-3-methoxybenzonitrile